C(C=C)OC(CCC1CCCCC1)=O.BrC1=CC=C(C=C1)C1=CC=C(C=C1)C1CC(C2=CC=CC=C2C1)C1=C(OC2=CC=CC=C2C1=O)O 3-[3-[4-(4-bromophenyl)phenyl]-1,2,3,4-tetrahydronaphthalen-1-yl]-2-hydroxychromen-4-one prop-2-enyl-3-cyclohexylpropanoate